BrC1=CC=C(C=C1)NC(=O)N1CCC(CC1)N(C)C N-(4-Bromophenyl)-4-(dimethylamino)piperidine-1-carboxamide